[Cu].[Mn] manganese copper